ClC=1N=C(C(N(C1)C1CCN(CC1)C(=O)C1CC1)=O)N1[C@@H](COCC1)C (R)-5-chloro-1-(1-(cyclopropanecarbonyl)piperidin-4-yl)-3-(3-methylmorpholino)pyrazin-2(1H)-one